6-ethylsulfonyl-1-methyl-5-[3-methyl-6-(trifluoromethyl)imidazo[4,5-b]pyridine-2-yl]-3-(2,2,2-trifluoroethyl)benzimidazol-2-one C(C)S(=O)(=O)C=1C(=CC2=C(N(C(N2CC(F)(F)F)=O)C)C1)C1=NC=2C(=NC=C(C2)C(F)(F)F)N1C